N-(3,6-dimethyl-9H-thioxanthen-9-yl)-5-(4-methylpiperazin-1-yl)-2-oxo-6-(trifluoromethyl)-1,2-dihydropyridine-3-carboxamide CC=1C=CC=2C(C3=CC=C(C=C3SC2C1)C)NC(=O)C=1C(NC(=C(C1)N1CCN(CC1)C)C(F)(F)F)=O